CC=1C=NC2=CC=C(C=C2C1)N[C@H]1CN(CC1)C(=O)OC(C)(C)C tert-butyl (R)-3-((3-methylquinolin-6-yl)amino)pyrrolidine-1-carboxylate